CC1=CC=C(C=C1)S(=O)(=O)OCC(C)=O 2-oxopropyl 4-methylbenzenesulfonate